O([C@H]1[C@H](O)[C@@H](O)[C@@H](O)[C@H](O1)CO)[C@H]1[C@H](O)[C@H](O)[C@@H](O)[C@@H](O1)C alpha-L-rhamnosyl-(1→6) beta-D-galactopyranoside